O1[C@H](COCC1)C=O (2R)-1,4-dioxane-2-carbaldehyde